3-amino-1-methylpyridin-2(1H)-one tert-butyl-4-(2-aminopyrimidin-4-yl)-3,6-dihydropyridine-1(2H)-carboxylate C(C)(C)(C)OC(=O)N1CCC(=CC1)C1=NC(=NC=C1)N.NC=1C(N(C=CC1)C)=O